ClC1=C(C)C(=C(C=C1[N+](=O)[O-])[N+](=O)[O-])Cl 2,6-dichloro-3,5-dinitrotoluene